tert-Butyl 3-(5-bromopyridin-2-yl)propanoate BrC=1C=CC(=NC1)CCC(=O)OC(C)(C)C